P(O)(=O)(OP(=O)(O)OP(=O)(O)O)OC[C@@]1([C@H]([C@H]([C@@H](O1)N1C(=O)N=C(N)C=C1)O)O)C#C 4'-ethynylcytidine triphosphate